6-(4-aminopiperidin-1-yl)-2-(4-cyano-3-fluorophenyl)-3-(6-fluoro-1-(2-hydroxy-2-methylpropyl)-1H-indazol-5-yl)isonicotinic acid NC1CCN(CC1)C=1N=C(C(=C(C(=O)O)C1)C=1C=C2C=NN(C2=CC1F)CC(C)(C)O)C1=CC(=C(C=C1)C#N)F